1-(9-(4-amino-5-(6,7-dihydrofuro[3,2-d]pyrimidin-2-yl)-7-methyl-7H-pyrrolo[2,3-d]pyrimidin-6-yl)-3-azaspiro[5.5]undec-8-en-3-yl)prop-2-en-1-one NC=1C2=C(N=CN1)N(C(=C2C=2N=CC1=C(N2)CCO1)C1=CCC2(CCN(CC2)C(C=C)=O)CC1)C